(4-((2R,3S,5R)-3-(3,4-difluoro-2-methoxyphenyl)-5-methyl-5-(trifluoromethyl)tetrahydrothiophene-2-carboxamido-2-d)phenyl)boronic acid FC=1C(=C(C=CC1F)[C@H]1[C@@](S[C@](C1)(C(F)(F)F)C)(C(=O)NC1=CC=C(C=C1)B(O)O)[2H])OC